(S)-2-(4-bromophenylsulphonamido)-3-(5-fluoro-1H-indol-3-yl)-N-(4-(4-methoxyphenyl)thiazol-2-yl)propanamide BrC1=CC=C(C=C1)S(=O)(=O)N[C@H](C(=O)NC=1SC=C(N1)C1=CC=C(C=C1)OC)CC1=CNC2=CC=C(C=C12)F